5-[5-fluoro-6-(piperidin-4-ylmethoxy)-2,3-dihydro-1H-isoindol-2-yl]-4-(trifluoromethyl)-2,3-dihydropyridazin-3-one FC=1C=C2CN(CC2=CC1OCC1CCNCC1)C1=C(C(NN=C1)=O)C(F)(F)F